bicyclohexanal C1(CCCCC1)(C1CCCCC1)C=O